C[C@H]1N(CC[C@H](C1)C1=C(C=NN1C1COC1)C)C(=O)OC(C)(C)C tert-butyl (2R,4R)-2-methyl-4-(4-methyl-1-(oxetan-3-yl)-1H-pyrazol-5-yl)piperidine-1-carboxylate